FCCCN1C[C@H](CC1)OC1=CC=C(C=C1)C1=C(C=CC=2CCC(=CC12)C1=C(C=NC=C1)F)O [4-[(3S)-1-(3-fluoropropyl)pyrrolidin-3-yl]oxyphenyl]-7-(3-fluoro-4-pyridyl)-5,6-dihydronaphthalen-2-ol